(2Z)-2-(chloromethylidene)-3-methyl-1-benzofuran-3-ol Cl\C=C\1/OC2=C(C1(O)C)C=CC=C2